C(CCCCC)O hexanol